2-amino-N-(3-(5-chloro-2-methoxyphenyl)-1-(cyanomethyl)-1H-pyrazol-4-yl)pyrazolo[1,5-a]pyrimidine-3-carboxamide NC1=NN2C(N=CC=C2)=C1C(=O)NC=1C(=NN(C1)CC#N)C1=C(C=CC(=C1)Cl)OC